The molecule is a N-acyl-beta-D-galactosylsphingosine in which the acyl group is specified as tricosanoyl. It has a role as a mouse metabolite. It derives from a tricosanoic acid. CCCCCCCCCCCCCCCCCCCCCCC(=O)N[C@@H](CO[C@H]1[C@@H]([C@H]([C@H]([C@H](O1)CO)O)O)O)[C@@H](/C=C/CCCCCCCCCCCCC)O